4-amino-2-fluoro-3-[[(2S)-oxetan-2-yl]methylamino]benzoic acid ethyl ester C(C)OC(C1=C(C(=C(C=C1)N)NC[C@H]1OCC1)F)=O